N,N-dimethyl-tridecylamine CN(C)CCCCCCCCCCCCC